N-(4-bromo-2,5-difluorophenyl)-6-chloro-1-(2,3-dihydroxypropyl)indole-3-sulfonamide BrC1=CC(=C(C=C1F)NS(=O)(=O)C1=CN(C2=CC(=CC=C12)Cl)CC(CO)O)F